C1OCC12CN(CCC2)CC2=NN1C(C(N(CC1)C1=C(C=C(C=C1)C1=NC3=CC=C(C=C3C=N1)C(F)(F)F)C)=O)=C2C 2-((2-oxa-6-azaspiro[3.5]nonan-6-yl)methyl)-3-methyl-5-(2-methyl-4-(6-(trifluoro-methyl)quinazolin-2-yl)phenyl)-6,7-dihydropyrazolo[1,5-a]pyrazin-4(5H)-one